(S)-N-((3-chloropyridin-2-yl)methyl)-4-(5-(5-fluoro-2-methoxypyridin-4-yl)-1H-pyrazole-3-carbonyl)-4-azaspiro[2.5]octane-7-carboxamide ClC=1C(=NC=CC1)CNC(=O)[C@H]1CCN(C2(CC2)C1)C(=O)C1=NNC(=C1)C1=CC(=NC=C1F)OC